4-[(4-Chlorobenzyl)-(cyclopropylmethyl)-amino]-furan-2(5H)-one ClC1=CC=C(CN(C2=CC(OC2)=O)CC2CC2)C=C1